CN(C(=O)C1=CC=C(C=C1)CN(C(=O)C=1N=C(NC1)[C@H]1N(C[C@@H](C1)O)C(C(C(C)C)C1=CC(=NO1)OC)=O)CC)C N-[[4-(dimethylcarbamoyl)phenyl]methyl]-N-ethyl-2-[(2S,4R)-4-hydroxy-1-[2-(3-methoxyisoxazol-5-yl)-3-methyl-butanoyl]pyrrolidin-2-yl]-1H-imidazole-4-carboxamide